C(CCC=C)O[C@H]1CN(CCCC1)C(=O)OC(C)(C)C tert-butyl (R)-3-(pent-4-en-1-yloxy)azepane-1-carboxylate